CN1N=CC(=C1)C=1C=CC=2N(C1)N=CC2N2CCN(CC2)C2=NN(C=N2)CC2=CC(=CC=C2)C 6-(1-methyl-1H-pyrazol-4-yl)-3-(4-(1-(3-methylbenzyl)-1H-1,2,4-triazol-3-yl)piperazin-1-yl)pyrazolo[1,5-a]pyridine